O1CCC2=C1C(=CC=C2)C(C)C=2N=CNC2 4-[1-(2,3-dihydrobenzofuran-7-yl)ethyl]-1H-imidazole